C([C@@H]1[C@H]([C@@H]([C@@H]([C@@H](O1)O)O)O)O)O The molecule is a D-mannopyranose in which the anomeric centre has beta-configuration. It has a role as an epitope. It is an enantiomer of a beta-L-mannose.